Cl.NC\C=C(\CN1N=NC2=C1C=C(C=C2C2=C(C=CC(=C2)S(=O)(=O)C(F)(F)F)C)C(=O)OC)/F methyl (Z)-1-(4-amino-2-fluoro-but-2-en-1-yl)-4-(2-methyl-5-((trifluoromethyl) sulfonyl) phenyl)-1H-benzo[d][1,2,3]triazole-6-carboxylate hydrochloride